O=C1NC(CC[C@H]1NC=1C=C(C=CC1)C#CCNC(C1=NC=C(C=C1)C=1N=CC2=C(C=CC=C2C1)C1=CC2=C(N(C(N2C)=O)C)C(=C1)C(C)C)=O)=O (R)-N-(3-(3-((2,6-Dioxopiperidin-3-yl)amino)phenyl)prop-2-yn-1-yl)-5-(8-(7-isopropyl-1,3-dimethyl-2-oxo-2,3-dihydro-1H-benzo[d]imidazol-5-yl)isoquinolin-3-yl)picolinamide